CC1(OB(OC1(C)C)C1=C2C(C(N=C1)=O)=NC=C2)C 4-(4,4,5,5-tetramethyl-1,3,2-dioxaborolan-2-yl)pyrrolo[2,3-c]pyridin-7-one